NCCNCCN1CCNCC1 1-[2-[(2-aminoethyl)amino]ethyl]piperazine